C(=O)(OC(C)(C)C)N(CC1=C(C(=CC=C1)C)NS(=O)(=O)C)C(=O)OC(C)(C)C di-BOC-3-methyl-2-(methylsulfonamido)benzylamine